C(#N)C[C@@H]1N(CCN(C1)C1=NC(=NC=2CC(CCC12)=O)OC[C@H]1N(CCC1)C)C(=O)OCC1=CC=CC=C1 benzyl (S)-2-(cyanomethyl)-4-(2-(((S)-1-methylpyrrolidin-2-yl)methoxy)-7-oxo-5,6,7,8-tetrahydroquinazolin-4-yl)piperazine-1-carboxylate